2-(6-(2-thia-6-aza-spiro[3.3]heptan-6-yl)pyrimidin-4-yl)-4-(1H-1,2,3-triazol-1-yl)-1,2-dihydro-3H-pyrazol-3-one C1SCC12CN(C2)C2=CC(=NC=N2)N2NC=C(C2=O)N2N=NC=C2